N1CC(C1)C1N(CCCC1)C1CC1 2-(azetidin-3-yl)-1-cyclopropyl-piperidine